C(C)C1=CC=C(C=C1)C(\C=C\C1=CC(=CC=C1)[N+](=O)[O-])=O (E)-1-(4-ethylphenyl)-3-(3-nitrophenyl)-2-propen-1-one